r-methyl p-toluate C1(=CC=C(C=C1)C(=O)OC)C